(1S,5S)-6-benzyl-3,6-diazabicyclo[3.2.2]nonane-2,3-dicarboxylic acid 3-(tert-butyl) 2-methyl ester COC(=O)C1[C@@H]2CN([C@H](CN1C(=O)OC(C)(C)C)CC2)CC2=CC=CC=C2